OCC(=O)N1CCN(CC1)CC#CC=1C=CC(=[N+](C1)[O-])[C@H](C)OC 5-(3-(4-(2-hydroxyacetyl)piperazin-1-yl)prop-1-yn-1-yl)-2-((S)-1-methoxyethyl)pyridine 1-oxide